CC=1C=CC=C(C1)C1=CC=CC=2NN=NC21 5-methylphenylbenzotriazole